ClC1=NC(=CC(=C1N1C(C2=CC(=C(C=C2[C@H](C1)C(=C)C)N1N=C(N(C1=O)CC)CO)F)=O)C)C |o1:15| (R*)-2-(2-Chloro-4,6-dimethylpyridin-3-yl)-6-(4-ethyl-3-(hydroxymethyl)-5-oxo-4,5-dihydro-1H-1,2,4-triazol-1-yl)-7-fluoro-4-(prop-1-en-2-yl)-3,4-dihydroisoquinolin-1(2H)-one